Cl.NC1=C2C(=NC=N1)N(N=C2C2=CC=C(C=C2)OC2=CC=CC=C2)C2CCC(CC2)NC([C@H](C(C)C)NC)=O (S)-N-(4-(4-amino-(4-phenoxyphenyl)-1H-pyrazolo[3,4-d]pyrimidin-1-yl)cyclohexyl)-3-methyl-2-(methylamino)butyramide hydrochloride